CNC(COC=1C=C2CN(CC2=CC1)C1=NC=CC(=N1)C1=NC=CC(=N1)\C=C\C1=CC=NC=C1)=O (E)-N-Methyl-2-((2-(4-(2-(pyridin-4-yl)vinyl)-[2,4'-bipyrimidin]-2'-yl)isoindolin-5-yl)oxy)acetamide